C(C1=CC=CC=C1)OC(NCCCCCCCN)=O benzyl-(7-aminoheptyl)carbamate